mono-(2-(methacryloyloxy)ethyl) phthalate C(C=1C(C(=O)[O-])=CC=CC1)(=O)OCCOC(C(=C)C)=O